l-asparagine hydrate O.N[C@@H](CC(N)=O)C(=O)O